4-((6-(azetidin-1-yl)-7-methoxy-[1,2,4]triazolo[1,5-a]pyridin-2-yl)amino)-6-chloro-N-methylpyridazine-3-carboxamide N1(CCC1)C=1C(=CC=2N(C1)N=C(N2)NC2=C(N=NC(=C2)Cl)C(=O)NC)OC